1,3,4,5,7,8-hexafluoro-2,6-naphthalenedimethanol FC1=C(C(=C(C2=C(C(=C(C(=C12)F)F)CO)F)F)F)CO